C(C)(=O)OC1COC(C1)C=1C=NC(=NC1)N 5-(2-aminopyrimidin-5-yl)oxolan-3-yl acetate